CC1=NC2=C(N1)C=C(C=C2)C2=CC=C(C=C2)C2=CC(=CC=C2)CNCCC(F)(F)F 2-Methyl-6-(3'-(((3,3,3-Trifluoropropyl)amino)Methyl)-[1,1'-Biphenyl]-4-yl)-1H-benzo[d]Imidazol